3,15-dihydroxy-4,8,12-trimethyl-9-oxo-6-(2-(piperidin-1-yl)ethyl)-14-(piperidin-1-ylmethyl)heptadeca-10,12-dienoic acid OC(CC(=O)O)C(CC(CC(C(C=CC(=CC(C(CC)O)CN1CCCCC1)C)=O)C)CCN1CCCCC1)C